C(C)OC(=O)C=1OC2=CC=C(C=C2C(C1)=O)S(N(CCC1=CC=CC=C1)CC1=C(C=CC=C1)N1CCN(CC1)C(=O)OC(C)(C)C)(=O)=O 6-(N-(2-(4-(tert-Butoxycarbonyl)piperazin-1-yl)benzyl)-N-phenethylsulfamoyl)-4-oxo-4H-chromene-2-carboxylic acid ethyl ester